4H-spiro[benzo[b][1,4]dioxepin-3,1'-cyclohexane] C12(CCCCC1)COC1=C(OC2)C=CC=C1